tert-Butyl 2-(2-(5-methyl-2-((1-methyl-1H-pyrazol-5-yl)amino)pyrimidin-4-yl)-4-oxo-6,7-dihydrothieno[3,2-c]pyridin-5(4H)-yl)acetate CC=1C(=NC(=NC1)NC1=CC=NN1C)C1=CC=2C(N(CCC2S1)CC(=O)OC(C)(C)C)=O